tert-butyl 4-[1-[(4-fluorophenyl)methoxy]pyrazol-3-yl]piperidine-1-carboxylate FC1=CC=C(C=C1)CON1N=C(C=C1)C1CCN(CC1)C(=O)OC(C)(C)C